(R)-3-(3-fluoro-4-(6-(2-methyl-2H-tetrazol-5-yl)pyridin-3-yl)phenyl)-5-(hydroxyfluoromethyl)oxazolidin-2-one phosphate P(=O)(O)(O)O.FC=1C=C(C=CC1C=1C=NC(=CC1)C=1N=NN(N1)C)N1C(O[C@H](C1)C(F)O)=O